3-(3-(4-(Chloromethyl)phenyl)-5-(2-(fluoromethyl)-2H-1,2,3-triazol-4-yl)-3H-imidazo[4,5-b]pyridin-2-yl)pyridin-2-amine ClCC1=CC=C(C=C1)N1C(=NC=2C1=NC(=CC2)C2=NN(N=C2)CF)C=2C(=NC=CC2)N